ClC=1N=C(C2=C(N1)N(N=N2)[C@H]2[C@@H]([C@@H]([C@H](O2)CS(=O)(=O)CP(O)(O)=O)O)O)N[C@H]2CCC1=CC=CC=C21 (((((2S,3S,4R,5R)-5-(5-chloro-7-(((S)-2,3-dihydro-1H-inden-1-yl)amino)-3H-[1,2,3]triazolo[4,5-d]pyrimidin-3-yl)-3,4-dihydroxytetrahydrofuran-2-yl)methyl)sulfonyl)methyl)phosphonic acid